1-(cyanomethyl)-3-(7-(methylamino)-5-(1-(tetrahydro-2H-pyran-4-yl)-1H-pyrrolo[2,3-b]pyridin-3-yl)pyrazolo[1,5-a]pyrimidin-3-yl)urea C(#N)CNC(=O)NC=1C=NN2C1N=C(C=C2NC)C2=CN(C1=NC=CC=C12)C1CCOCC1